C1(=CC=CC=C1)N1N=CC=C1C(F)(F)F 1-phenyl-5-(trifluoromethyl)-1H-pyrazole